C1(CC1)C1=NC=NC(=C1C=1N=C(C2=C(N1)C(N(CC2)C)=O)N(C(OC(C)(C)C)=O)CC2=CC=C(C=C2)C=2N(C=C(N2)C(F)(F)F)C)OC tert-butyl (2-(4-cyclopropyl-6-methoxypyrimidin-5-yl)-7-methyl-8-oxo-5,6,7,8-tetrahydropyrido[3,4-d]pyrimidin-4-yl)(4-(1-methyl-4-(trifluoromethyl)-1H-imidazol-2-yl)benzyl)carbamate